CC=1N(C2=C(C=NC(=C2C2=CC=CC=C2)C)N1)CC1=C(C=C(C=N1)[S@](=O)(C)=N)F (R)-(6-((2,6-dimethyl-7-phenyl-1H-imidazo[4,5-c]pyridin-1-yl)methyl)-5-fluoropyridin-3-yl)(imino)(methyl)-λ6-sulfanone